(3s)-10-chloro-11-(5-chloro-2,4-difluorophenyl)-3-methoxy-3,4-dihydro-2H,6H-[1,4]thiazepino[2,3,4-ij]quinazoline-6,8(7H)-dione ClC=1C=C2C(NC(N3C2=C(C1C1=C(C=C(C(=C1)Cl)F)F)SC[C@H](C3)OC)=O)=O